FC(S(=O)(=O)[O-])(F)F.[Tm+3].FC(S(=O)(=O)[O-])(F)F.FC(S(=O)(=O)[O-])(F)F thulium(III) trifluoromethanesulfonate